6-(4-(tert-butyl)phenyl)-2,5-dimethylnicotinic acid C(C)(C)(C)C1=CC=C(C=C1)C1=NC(=C(C(=O)O)C=C1C)C